Bicyclo[1.1.1]pentane-1,3-dicarboxylic acid 1-(2,5-dioxopyrrolidin-1-yl) 3-methyl ester COC(=O)C12CC(C1)(C2)C(=O)ON2C(CCC2=O)=O